C(=O)[O-].C1(=CC=CC=C1)C(C(=O)OC1CC2CCC(C1)[N+]21CCCC1)(OC(CC)SCCC)C1=CC=CC=C1 3-(2,2-Diphenyl-2-(1-(propylthio)propoxy)acetoxy)spiro[bicyclo[3.2.1]octane-8,1'-pyrrolidin]-8-ium formate